1-[2,6-bis(benzyloxy)pyridin-3-yl]-4-bromo-3H-1,3-benzodiazol-2-one C(C1=CC=CC=C1)OC1=NC(=CC=C1N1C(NC2=C1C=CC=C2Br)=O)OCC2=CC=CC=C2